BrC1=CC=C(C=C1)C(C(=O)OC(C)(C)C)(CCOS(=O)(=O)C)COS(=O)(=O)C tert-butyl 2-(4-bromophenyl)-4-methylsulfonyloxy-2-(methylsulfonyloxymethyl)butanoate